9-((6-chloro-2,3-dihydro-1H-pyrido[2,3-b][1,4]oxazin-1-yl)methyl)-4,7-dimethyl-3-(1-methyl-1H-pyrazol-5-yl)imidazo[1,5-a]quinazolin-5(4H)-one ClC=1C=CC2=C(OCCN2CC=2C=C(C=C3C(N(C=4N(C23)C=NC4C4=CC=NN4C)C)=O)C)N1